(R/S)-tert-butyl N-(2-[[(4-[3,3-dimethyl-1-oxaspiro[4.5]dec-7-en-8-yl]-1-(oxacyclohex-2-yl)-1H-pyrazol-3-yl) methyl] (methyl) amino] ethyl)-N-methylcarbamate CC1(COC2(C1)CC=C(CC2)C=2C(=NN(C2)[C@@H]2OCCCC2)CN(CCN(C(OC(C)(C)C)=O)C)C)C |r|